(S)-1-[(S)-1-({4-(Dimethylamino)-1-oxa-9-aza-9-spiro[5.5]undecyl}carbonyl)-3-methylbutyl]-3-isobutyl-2-piperazinone CN(C1CCOC2(C1)CCN(CC2)C(=O)[C@H](CC(C)C)N2C([C@@H](NCC2)CC(C)C)=O)C